5-({5-[3-(3-Amino-2,2-difluoropropoxy)-1,5-naphthyridin-4-yl]-1H-pyrazol-3-yl}amino)pyrazine-2-carbonitrile NCC(COC=1C=NC2=CC=CN=C2C1C1=CC(=NN1)NC=1N=CC(=NC1)C#N)(F)F